CC1=NN(C=2N=CN(C(C21)=O)[C@@H]2CN(C[C@@H]2C)CC=2C=NC=CC2)C2CCOCC2 3-methyl-[(3S,4S)-4-methyl-1-(pyridin-3-ylmethyl)pyrrolidin-3-yl]-1-(tetrahydro-2H-pyran-4-yl)-1,5-dihydro-4H-pyrazolo[3,4-d]pyrimidin-4-one